FC1=C(C=C(C=C1)C1CC(C1)NC)C(C)C 3-(4-fluoro-3-isopropylphenyl)-N-methylcyclobutan-1-amine